C(C)NC(=O)N1[C@H]([C@H](CCC1)NS(=O)(=O)C)CO[C@@H]1CC[C@@H](CC1)C1=C(C=CC=C1)C(F)(F)F (2R,3S)-N-ethyl-3-((methylsulfonyl)amino)-2-(((cis-4-(2-(trifluoromethyl)phenyl)-cyclohexyl)oxy)methyl)piperidine-1-carboxamide